C(C)(CC)OC(C)CC di-secbutyl ether